tert-butyl 4-(2-(((3aR,4R,6R,6aR)-6-(4-aminopyrrolo[2,1-f][1,2,4]triazin-7-yl)-6-cyano-2,2-dimethyltetrahydrofuro[3,4-d][1,3]dioxol-4-yl)methoxy)-2-oxoethyl)piperidine-1-carboxylate NC1=NC=NN2C1=CC=C2[C@@]2(O[C@@H]([C@@H]1[C@H]2OC(O1)(C)C)COC(CC1CCN(CC1)C(=O)OC(C)(C)C)=O)C#N